ethyl 2-[[4-[[(4-aminosulfonylphenyl) methyl] amino]-6-(5-oxazolyl)-2-pyrimidinyl] amino]-4-methyl-5-thiazolecarboxylate NS(=O)(=O)C1=CC=C(C=C1)CNC1=NC(=NC(=C1)C1=CN=CO1)NC=1SC(=C(N1)C)C(=O)OCC